NC1=NNC(C2=C1N(N=C2[C@H]2CN(CCC2)C(C#CC)=O)C2=CC=C(C=C2)OC2=C(C=CC=C2)F)=O (R)-7-Amino-3-(1-(but-2-ynoyl)piperidin-3-yl)-1-(4-(2-fluorophenoxy)phenyl)-1,5-dihydro-4H-pyrazolo[3,4-d]pyridazin-4-on